N1(CCCC1)C=1C=NC=C(C1)C#C[Si](C)(C)C 3-(pyrrolidin-1-yl)-5-((trimethylsilyl)ethynyl)pyridine